osmium(VIII) tetroxide [Os](=O)(=O)(=O)=O